C1(CC1)C=1C(=CC(=NC1)N)F 5-cyclopropyl-4-fluoro-pyridin-2-amine